(E)-4-(fluoromethyl)-3-methyl-pyrrolidin-2-one FCC1C(C(NC1)=O)C